O=C1N(C2=C(OCC1)N=C1C(=C2)C=CN1)C1=C(C(=O)N)C=CC=C1 2-(2-oxo-3,4-dihydro-2H-pyrrolo[3',2':5,6]pyrido[2,3-b][1,4]oxazepin-1(7H)-yl)benzamide